methyl 5-(1-amino-3-cyclopropyl-propyl)-2-fluorophenylcarbamate NC(CCC1CC1)C=1C=CC(=C(C1)NC(OC)=O)F